N-(8-(4,4-difluoropiperidin-1-yl)-7-fluoroquinolin-6-yl)-4-((2-hydroxyethyl)sulfonylamino)-2-(6-azaspiro[2.5]octan-6-yl)benzamide FC1(CCN(CC1)C=1C(=C(C=C2C=CC=NC12)NC(C1=C(C=C(C=C1)NS(=O)(=O)CCO)N1CCC2(CC2)CC1)=O)F)F